FC1=C(C(=CC(=C1)C#CC1=CC=C(C=C1)C1=CC=C(C=C1)CCCCC)F)N=C=S 2,6-difluoro-4-{[4-(4-pentylphenyl)phenyl]ethynyl}phenylisothiocyanate